7-((4-(cyclopentylmethyl)-3-oxopiperazin-1-yl)methyl)-3-ethyl-1,5-naphthyridin-2(1H)-one C1(CCCC1)CN1C(CN(CC1)CC1=CN=C2C=C(C(NC2=C1)=O)CC)=O